N-(2-chloro-4-fluoro-3-iodophenyl)-N-((2-(trimethylsilyl)ethoxy)methyl)benzenesulfonamide ClC1=C(C=CC(=C1I)F)N(S(=O)(=O)C1=CC=CC=C1)COCC[Si](C)(C)C